5-bromo-6-isopropoxy-2-(1-(methoxymethyl)-2-oxabicyclo[2.1.1]hex-4-yl)-2H-indazole BrC1=CC2=CN(N=C2C=C1OC(C)C)C12COC(C1)(C2)COC